4,6-dimethyloctadecylmagnesium iodide CC(CCC[Mg]I)CC(CCCCCCCCCCCC)C